C1(CO1)C1=CC=C(C(=O)OCC)C=C1 ethyl 4-(1,2-epoxy ethyl)benzoate